[Bi].[Al] Aluminum bismuth